N12CCNC[C@@H]2CCCC1 (S)-1,4-diazabicyclo[4.4.0]decane